C(C)(=O)O[C@H]1C(O[C@@H]([C@@H]([C@@H]1N=[N+]=[N-])OC(C)=O)COC(C)=O)SC1=CC(=CC=C1)NC(C)=O (3R,4S,5R,6R)-2-((3-acetamidophenyl)thio)-6-(acetoxymethyl)-4-azidotetrahydro-2H-pyran-3,5-diyl diacetate